Cl.ClC=1C=C(C=CC1)N1N=C(C2=C1C(N(CC2)C2=CC=C1[C@H](CNCC1=C2)C)=O)C(=O)NCC=2C=NC=CC2C 1-(3-chlorophenyl)-N-[(4-methyl-3-pyridinyl)methyl]-7-oxo-6-[(4R)-4-methyl-1,2,3,4-tetrahydroisoquinolin-7-yl]-4,5-dihydropyrazolo[3,4-c]pyridine-3-carboxamide hydrochloride